CN1N=CC(=C1)C1=CC=C(C=C1)C1=NOC(=C1)C(=O)N1CC2(CC(C2)NC#N)CC1 [(6-[3-[4-(1-methyl-1H-pyrazol-4-yl)phenyl]-1,2-oxazole-5-carbonyl]-6-azaspiro[3.4]octan-2-yl)amino]formonitrile